2-(6-methylimidazo[1,2-a]pyrazin-2-yl)-7-[(3S)-3-methylpiperazin-1-yl]-4H-pyrido[1,2-a]pyrimidin-4-one CC=1N=CC=2N(C1)C=C(N2)C=2N=C1N(C(C2)=O)C=C(C=C1)N1C[C@@H](NCC1)C